5-chloro-1-[2-(1,4-dioxa-8-azaspiro[4.5]dec-8-yl)-2-oxoethyl]-1,3-dihydro-2H-indol-2-one ClC=1C=C2CC(N(C2=CC1)CC(=O)N1CCC2(OCCO2)CC1)=O